C(N)(=O)[C@@H]1CC2(CN1C([C@H](CC1CC1)N(C(OC(C)(C)C)=O)C)=O)C(NC1=C(O2)N=C(C=C1)C)=O tert-butyl ((2S)-1-((5'S)-5'-carbamoyl-6-methyl-2-oxo-1,2-dihydrospiro[pyrido[2,3-b][1,4]oxazine-3,3'-pyrrolidin]-1'-yl)-3-cyclopropyl-1-oxopropan-2-yl)(methyl)carbamate